Cl.ClCC=1C=NNC1 4-(chloromethyl)-1H-pyrazole hydrogen chloride